NC=1C=CC(=C2CN(C(C12)=O)C(=O)OC(C)(C)C)C1=CN=C2N1C=CC(=C2)F tert-butyl 7-amino-4-(7-fluoroimidazo[1,2-a]pyridine-3-yl)-1-oxoisoindoline-2-carboxylate